FC(C(=O)O)(F)F.C(C)(C)(C)C1=NC(=NO1)C(=O)NCC1=C(C=C(C=C1)C1=NC=NN2C1=CC(=C2)N2CCOCC2)Cl 5-(tert-butyl)-N-(2-chloro-4-(6-morpholinopyrrolo[2,1-f][1,2,4]triazin-4-yl)benzyl)-1,2,4-oxadiazole-3-carboxamide trifluoroacetate